N-[(cis)-2-hydroxy-2-methylcyclopentyl]-3-oxo-2-(pyridin-3-yl)-6-[4-(trifluoromethoxy)-phenyl]-2,3-dihydropyridazine-4-carboxamide O[C@@]1([C@@H](CCC1)NC(=O)C=1C(N(N=C(C1)C1=CC=C(C=C1)OC(F)(F)F)C=1C=NC=CC1)=O)C